N[C@@H](CNC1=NC(=C2C(=N1)N(N=C2)C)NC2CC(C2)(F)F)C2=CC=CC=C2 N6-[(2R)-2-amino-2-phenyl-ethyl]-N4-(3,3-difluorocyclobutyl)-1-methyl-pyrazolo[3,4-d]pyrimidine-4,6-diamine